C(C)(C)(C)C1=C(C=C(C=C1)N1NC(=C(C(=C1)[N+](=O)[O-])N1CCCCC1)Cl)OC 2-(4-(tert-butyl)-3-methoxyphenyl)-6-chloro-4-nitro-5-(piperidin-1-yl)pyridazin